BrC=1C=CC2=C(CCCCC2NC(=O)N2CC(CC2)C(C)(C)C)C1 N-(2-bromo-6,7,8,9-tetrahydro-5H-benzo[7]annulen-5-yl)-3-(tert-butyl)pyrrolidine-1-carboxamide